O=C1C(=C(C=NN1)C1=C2C(=C(NC(C2=CC=C1C1=NC=C(C=C1)CC(F)(F)F)=O)CCCCC)N)C(F)(F)F [6-oxo-5-(trifluoromethyl)-1H-pyridazin-4-yl]amino[pentyl]-6-[5-(2,2,2-trifluoroethyl)-2-pyridyl]isoquinolin-1-one